2-ethylidene-7-methyl-2,3,4,4a,9,9a-hexahydro-1H-1,4-methanoxanthene C(C)=C1C2C3CC4=CC(=CC=C4OC3C(C1)C2)C